[Si](C)(C)(C(C)(C)C)OC[C@H]1O[C@H]([C@H]2[C@@H]1OC(O2)(C)C)N2C=CC1=C2N=C(N=C1Cl)N 7-((3aR,4R,6R,6aR)-6-(((tert-butyldimethylsilyl)oxy)methyl)-2,2-dimethyltetrahydrofuro[3,4-d][1,3]dioxol-4-yl)-4-chloro-7H-pyrrolo[2,3-d]pyrimidin-2-amine